BrC=1C(=CC2=C(O[C@@H](CC3=C2SC=C3)C)C1)C(=O)O (R)-8-bromo-5-methyl-4,5-dihydrobenzo[b]thieno[2,3-d]oxepine-9-carboxylic acid